4-hexylbiphenylcarbonitrile C(CCCCC)C=1C=C(C(=CC1)C1=CC=CC=C1)C#N